3,5-difluoro-4-(3-(4-(4-methylpiperazin-1-yl)phenyl)-1H-pyrazolo[3,4-c]pyridin-5-yl)phenol FC=1C=C(C=C(C1C=1C=C2C(=CN1)NN=C2C2=CC=C(C=C2)N2CCN(CC2)C)F)O